C(C)N1S(C(C(C2=C1N=C(N2C2=CC=CC=C2)SC)=O)C)(=O)=O 1-ethyl-3-methyl-6-(methylthio)-5-phenyl-3,5-dihydroimidazo[4,5-c][1,2]thiazin-4(1H)-one 2,2-dioxide